O=C1CC[C@H]2N1CCNC2 (R)-6-oxohexahydropyrrolo[1,2-a]pyrazin